(4-(2,6-diisopropylphenoxy)-4-oxobutanoyl)glycine C(C)(C)C1=C(OC(CCC(=O)NCC(=O)O)=O)C(=CC=C1)C(C)C